N1=C(C=CC2=CC=CC=C12)C(=O)N QuinolineCarboxamide